ONC(CCCCCCC(=O)C1=C(C=CC=C1)OC)=O N-hydroxy-8-(2-methoxyphenyl)-8-oxooctanamide